(5-cyclopropylpyrimidin-2-yl)-N-(1-(6-oxo-5-(trifluoromethyl)-1,6-dihydropyridin-3-yl)ethoxy)-1,2,3,6-tetrahydropyridine-4-carboxamide C1(CC1)C=1C=NC(=NC1)N1CCC(=CC1)C(=O)NOC(C)C1=CNC(C(=C1)C(F)(F)F)=O